8-(2-chloro-3-methylphenyl)-9-(4-((1-(3,3-difluoropropyl)azetidin-3-yl)methyl)phenyl)-6,7-dihydro-5H-benzo[7]annulene-3-carboxylic acid ClC1=C(C=CC=C1C)C=1CCCC2=C(C1C1=CC=C(C=C1)CC1CN(C1)CCC(F)F)C=CC(=C2)C(=O)O